5-(9-((7-ethyl-6-oxo-5,6-dihydro-1,5-naphthyridin-3-yl)methyl)-2-oxa-6,9-diazaspiro[4.5]decan-6-yl)-N,6-dimethylpicolinamide C(C)C=1C(NC=2C=C(C=NC2C1)CN1CCN(C2(CCOC2)C1)C=1C=CC(=NC1C)C(=O)NC)=O